OC1C(=C(C=O)C=CC1)O 3,4-dihydrodihydroxybenzaldehyde